FC(C1=NN=C(O1)C1=CC(=C(CN2C(N(C3=C2C=CC(=C3)C3CCN(CC3)C)C3CCN(CC3)C)=O)C=C1)F)F 1-(4-(5-(difluoromethyl)-1,3,4-oxadiazol-2-yl)-2-fluorobenzyl)-3,5-bis(1-methylpiperidin-4-yl)-1,3-dihydro-2H-benzo[d]imidazol-2-one